2-((1r,2s)-1-(2-chloro-5-fluorophenyl)-1-(1-(2-methoxyethyl)-1H-pyrazol-4-yl)propan-2-yl)-5-hydroxy-N-(isoxazol-4-yl)-1-methyl-6-oxo-1,6-dihydropyrimidine-4-carboxamide ClC1=C(C=C(C=C1)F)[C@H]([C@H](C)C=1N(C(C(=C(N1)C(=O)NC=1C=NOC1)O)=O)C)C=1C=NN(C1)CCOC